C(C)(C)(C)C1N(CCN(C1)CC1=CC=C(C=C1)N1C(=NC=2C1=NC(=CC2)C2=CC=C(C=C2)Cl)C=2C(=NC=CC2)N)C(=O)O.C(C)N[C@@H](CS)C(=O)O N-ethyl-cysteine tert-Butyl-4-(4-(2-(2-aminopyridin-3-yl)-5-(4-chlorophenyl)-3H-imidazo[4,5-b]pyridin-3-yl)benzyl)piperazine-1-carboxylate